ClC1=CC=2C(C=3N(C2C=C1)C(C1=C(N3)N=CC=C1)=O)=NO 9-chloro-11-(hydroxyimino)pyrido[2',3':4,5]pyrimido[1,2-a]indole-5(11H)-one